BrC=1N=CC(=NC1)O 5-bromopyrazin-2-ol